ClC=1C=C2C(=CNC2=CC1F)C=1C2=C(N=C(N1)C1=CC=C(C=C1)Cl)C(=NN2C)CCC 7-(5-chloro-6-fluoro-1H-indol-3-yl)-5-(4-chlorophenyl)-1-methyl-3-propyl-1H-pyrazolo[4,3-d]pyrimidine